NC1=C(C=C(C=N1)C=1C=C(C(=O)NC2CCN(CC2)C)C=CC1)OC(C)C1=C(C(=CC=C1Cl)F)Cl 3-{6-amino-5-[1-(2,6-dichloro-3-fluoro-phenyl)-ethoxy]-pyridin-3-yl}-N-(1-methyl-piperidin-4-yl)-benzamide